(2R,3s,4s,5R)-3-(3,4-difluoro-2-methoxyphenyl)-N-(5-((R)-2,4-dimethyl-6-oxopiperazin-1-yl)pyridin-3-yl)-4,5-dimethyl-5-(trifluoromethyl)tetrahydrofuran-2-carboxamide FC=1C(=C(C=CC1F)[C@H]1[C@@H](O[C@]([C@H]1C)(C(F)(F)F)C)C(=O)NC=1C=NC=C(C1)N1[C@@H](CN(CC1=O)C)C)OC